N-((S)-1-cycloheptyl-2-((4-((2S,3R)-4-(4-(difluoromethylene)piperidin-1-yl)-4-oxo-3-propionamidobutan-2-yl)-2-fluorophenyl)amino)-2-oxoethyl)-1-ethyl-1H-pyrazole-5-carboxamide C1(CCCCCC1)[C@@H](C(=O)NC1=C(C=C(C=C1)[C@H](C)[C@H](C(=O)N1CCC(CC1)=C(F)F)NC(CC)=O)F)NC(=O)C1=CC=NN1CC